Dimethoxy-1-propanone COC(C=O)(C)OC